ClC1=NC=2N(C(=C1C1=C(C=C(OC3CC4(CN(C4)C(=O)OC(C)(C)C)C3)C=C1F)F)N[C@H](C)C(C)C)N=CN2 (R)-tert-butyl 6-(4-(5-chloro-7-((3-methylbutan-2-yl)amino)-[1,2,4]triazolo[1,5-a]pyrimidin-6-yl)-3,5-difluorophenoxy)-2-azaspiro[3.3]heptane-2-carboxylate